FC=1C=NN2C1N=CC=C2N2CCC1(C(N3[C@H](O1)CC[C@H]3C=3C=NC=C(C3)F)=O)CC2 (5'S,7a'R)-1-(3-fluoropyrazolo[1,5-a]pyrimidin-7-yl)-5'-(5-fluoropyridin-3-yl)tetrahydro-3'H-spiro[piperidine-4,2'-pyrrolo[2,1-b][1,3]oxazol]-3'-one